2-(pyridin-4-yl)-4-(3-(trifluoromethyl)piperazin-1-yl)pyrido[3,4-d]pyrimidine N1=CC=C(C=C1)C=1N=C(C2=C(N1)C=NC=C2)N2CC(NCC2)C(F)(F)F